ClC1=NC=C(C=C1C1=CC=2N(C(N(C(C2S1)=O)C1=CN=CC2=CC=CC=C12)=O)CCC#N)OC 3-(6-(2-chloro-5-methoxypyridin-3-yl)-3-(isoquinolin-4-yl)-2,4-dioxo-3,4-dihydrothieno[3,2-d]pyrimidin-1(2H)-yl)propionitrile